cyclohexyl 3-hydroxyazetidine-1-carboxylate OC1CN(C1)C(=O)OC1CCCCC1